ClC1=CC(=C(C=C1)N1CCN(S1(=O)=O)C(=O)OC(C)(C)C)C1=CC=C2C(=CN=NC2=C1)NCC1=C(C=C(C=C1)OC)OC tert-butyl 5-[4-chloro-2-[4-[(2,4-dimethoxyphenyl)methylamino]cinnolin-7-yl]phenyl]-1,1-dioxo-1,2,5-thiadiazolidine-2-carboxylate